(R)-N-((S)-(4-bromo-3-fluorophenyl)(phenyl)methyl)-2-methylpropane-2-sulfinamide BrC1=C(C=C(C=C1)[C@@H](N[S@](=O)C(C)(C)C)C1=CC=CC=C1)F